NC=1C2=C(N(C(N1)=O)C1=C(C=CC=C1)C)N=C(C=C2)OCC2=CC=C(C=C2)OC 4-amino-7-((4-methoxybenzyl)oxy)-1-(o-tolyl)pyrido[2,3-d]Pyrimidin-2(1H)-one